[N+](=[N-])=CC(=O)C=1C=NN(C1C(C)C)C1=CC=CC=C1 2-Diazo-1-(5-isopropyl-1-phenyl-1H-pyrazol-4-yl)ethan-1-one